C(C)(C)C1=C(NC2=CN=C(C(=C21)C)N2CCNCC2)C=2C=C(C=1N(C2)N=CN1)OC 6-(3-isopropyl-4-methyl-5-(piperazin-1-yl)-1H-pyrrolo[2,3-c]pyridin-2-yl)-8-methoxy-[1,2,4]triazolo[1,5-a]pyridine